Leucyl-Phenylalanine rac-tert-Butyl-{[4-(1-methyl-1H-imidazol-2-yl)-2,5-dioxoimidazolidin-4-yl]methyl}carbamate C(C)(C)(C)N(C(O)=O)C[C@@]1(NC(NC1=O)=O)C=1N(C=CN1)C.N[C@@H](CC(C)C)C(=O)N[C@@H](CC1=CC=CC=C1)C(=O)O |&1:9|